C1(CCC(N1OC(CCCCCNC(CI)=O)=O)=O)=O 6-((iodoacetyl)amino)caproic acid succinimidyl ester